((Z)-hex-1-en-1-yl)-4-((E)-4-(4-(hex-1-yn-1-yl)phenyl)hex-3-en-3-yl)benzene C(=C/CCCC)/C1=CC=C(C=C1)\C(\CC)=C(/CC)\C1=CC=C(C=C1)C#CCCCC